C(C)(C)(C)OC(NC1=CN(C2=C1C(N(C=C2)C(C)C)=O)C)=O (5-Isopropyl-1-methyl-4-oxo-4,5-dihydro-1H-pyrrolo[3,2-c]pyridin-3-yl)carbamic acid tert-butyl ester